FC=1C=C2NC=C(CC(N)C)C2=CC1 6-fluoro-α-methyltryptamine